FC(OC1=C(C=C(C=C1)N1C(N(CCC1)CC1=C2C=CN(C2=CC=C1)S(=O)(=O)C1=CC=C(C)C=C1)=O)OCCCCC)F 1-(4-(difluoromethoxy)-3-(pentyloxy)phenyl)-3-((1-tosyl-1H-indol-4-yl)methyl)tetrahydropyrimidin-2(1H)-one